N1-Ethylpseudouridin C(C)N1C=C([C@H]2[C@H](O)[C@H](O)[C@@H](CO)O2)C(NC1=O)=O